4-iodophenyl-butyric acid IC1=CC=C(C=C1)C(C(=O)O)CC